5-Hydroxyl-Tryptophan OC1=CC=C2NC=C(C[C@H](N)C(=O)O)C2=C1